C(C)(C)(C)OC(=O)N(NC([C@H](CC(C)(C)C)NC(=O)C1=NC=CN=C1)=O)CCC(=O)N (S)-1-(3-amino-3-oxopropyl)-2-(4,4-dimethyl-2-(pyrazine-2-carboxamido)pentanoyl)hydrazine-1-carboxylic acid tert-butyl ester